BrC=1C(=NC(=NC1)NC1=C(C=C(C(=C1)C=1C=NN(C1)C)N1CCC(CC1)N1CCNCC1)OC1CCC1)NC=1C(=C2C=CC(=NC2=CC1)C)P(C)(C)=O (6-((5-bromo-2-((2-cyclobutoxy-5-(1-methyl-1H-pyrazol-4-yl)-4-(4-(piperazin-1-yl)piperidin-1-yl)phenyl)amino)pyrimidin-4-yl)amino)-2-methylquinolin-5-yl)dimethylphosphine oxide